(hydroxymethyl)piperidine-1-carboxylate OCOC(=O)N1CCCCC1